C(C)(C)(C)OC(=O)NCCCC[C@@H](C)N1C(=NC2=C1C(=CC=C2)S(N(C)C)(=O)=O)NC(=O)C=2C=C(C(=O)OC(C)(C)C)C=CC2 tert-butyl (R)-3-((1-(6-((tert-butoxycarbonyl)amino)hexan-2-yl)-7-(N,N-dimethylsulfamoyl)-1H-benzo[d]imidazol-2-yl)carbamoyl)benzoate